isoquinoline-4-carboxylic acid (2-methoxyethyl)-amide COCCNC(=O)C1=CN=CC2=CC=CC=C12